6-Bromo-1H-indole-3-carboxylic acid tert-butyl ester C(C)(C)(C)OC(=O)C1=CNC2=CC(=CC=C12)Br